(S)-N-(2-((((9H-fluoren-9-yl)methoxy)carbonyl)amino)-5-(3-((2,2,4,6,7-pentamethyl-2,3-dihydrobenzofuran-5-yl)sulfonyl)guanidino)pentyl)-N-(isobutylsulfonyl)glycine C1=CC=CC=2C3=CC=CC=C3C(C12)COC(=O)N[C@H](CN(CC(=O)O)S(=O)(=O)CC(C)C)CCCNC(=N)NS(=O)(=O)C=1C(=C(C2=C(CC(O2)(C)C)C1C)C)C